OC(CC(=O)C(O)(C[N+](C)(C)C)CC([O-])=O)(C)C 3-hydroxyisovaleryl-carnitine